C(C1=CC=CC=C1)N1CC=2C(CC1)=C(N(N2)C2=C(C=CC=C2)OC)O 6-benzyl-2-(2-methoxyphenyl)-4,5,6,7-tetrahydro-2H-pyrazolo[3,4-c]pyridin-3-ol